3-(5-(4-((4-methoxypiperidin-1-yl)methyl)-1-methyl-1H-pyrrolo[2,3-b]pyridin-6-yl)-1-oxoisoindolin-2-yl)piperidine-2,6-dione COC1CCN(CC1)CC1=C2C(=NC(=C1)C=1C=C3CN(C(C3=CC1)=O)C1C(NC(CC1)=O)=O)N(C=C2)C